O[C@@H]1C=C[C@H](C1)CC(=O)O.O1COC=2C1=C1[C@@H](OCC1=CC2)[C@H]2NCCC2 (S)-2-((R)-6,8-dihydro-[1,3]dioxolo[4,5-e]isobenzofuran-8-yl)pyrrolidine (1R,4S)-4-hydroxycyclopent-2-en-1-yl-acetate